N-(4-(8-(sec-butyl)-2-(((3S,5S)-5-fluoropiperidin-3-yl)amino)-7-oxo-7,8-dihydropyrido[2,3-d]pyrimidin-6-yl)-2-fluorophenyl)-1-(2-fluorophenyl)methane-sulfonamide hydrochloride Cl.C(C)(CC)N1C(C(=CC2=C1N=C(N=C2)N[C@@H]2CNC[C@H](C2)F)C2=CC(=C(C=C2)NS(=O)(=O)CC2=C(C=CC=C2)F)F)=O